tert-Butyl-α-bromo-isobutyrat C(C)(C)(C)OC(C(C)(C)Br)=O